NC1=CC=C(C(=N1)COCC=1C=C(C(=C(C1)NC1=C(C(=O)NC([2H])([2H])[2H])C=CC(=N1)Cl)OC)C1=NC=C(C=N1)F)F ((5-(((6-amino-3-fluoropyridin-2-yl)methoxy)methyl)-3-(5-fluoropyrimidin-2-yl)-2-methoxyphenyl)amino)-6-chloro-N-(methyl-d3)nicotinamide